N1(CCNCC1)C1=CC=C(C[NH-])C=C1 4-(piperazin-1-yl)benzylAmide